O=C1NC(=NO1)C1=CC=C(C=C1)NC(C)=O N-(4-(5-oxo-4,5-dihydro-1,2,4-oxadiazol-3-yl)phenyl)acetamide